2-O-α-D-glucopyranosyl-sn-glycerol [C@H]1([C@H](O)[C@@H](O)[C@H](O)[C@H](O1)CO)OC(CO)CO